NC1=NC2=C(C=3N1N=C(N3)C=3OC=CC3)C=NN2C(C(=O)O)(C)C 2-(5-amino-2-(furan-2-yl)-7H-pyrazolo[4,3-e][1,2,4]triazolo[1,5-c]pyrimidin-7-yl)-2-methylpropionic acid